(±)-3-(7-Ethyl-1H-indazol-5-yl)-2-{[4-(2-oxo-1,4-dihydro-2H-quinazolin-3-yl)piperidine-1-carbonyl]-amino}-propionic acid methyl ester COC([C@@H](CC=1C=C2C=NNC2=C(C1)CC)NC(=O)N1CCC(CC1)N1C(NC2=CC=CC=C2C1)=O)=O |r|